C(N)(OC1C(C2=C(C=C(C(=C2CC1)Cl)F)N)=O)=O (8-amino-5-chloro-6-fluoro-1-oxo-1,2,3,4-tetrahydronaphthalen-2-yl) carbamate